N-(n-octyl)acrylamide C(CCCCCCC)NC(C=C)=O